methyl-N2-(3-(4'-(4-aminobutyl)-[1,1'-biphenyl]-4-yl)propionyl)-N6-(tert-butoxycarbonyl)-L-lysine CN([C@@H](CCCCNC(=O)OC(C)(C)C)C(=O)O)C(CCC1=CC=C(C=C1)C1=CC=C(C=C1)CCCCN)=O